CC=1C=C2C(C=C(OC2=C(C1)C(C)NC1=C(C(=O)O)C=CC=C1)C1=CC=C(C=C1)N1C(COCC1)C)=O 2-((1-(6-methyl-2-(4-(3-methylmorpholino)phenyl)-4-oxo-4H-chromen-8-yl)ethyl)amino)benzoic acid